tris(tert-butyl)benzylideneacetone dipalladium [Pd].[Pd].C(C)(C)(C)C(C(=O)C=CC1=CC=CC=C1)(C(C)(C)C)C(C)(C)C